2-{1-[(2S)-butan-2-yl]-1H-pyrazol-4-yl}benzoate C[C@@H](CC)N1N=CC(=C1)C1=C(C(=O)[O-])C=CC=C1